FC=1C=C(CN2C(=NC3=NC=C(C=C32)N3N=CC2=NC=CC=C23)NC)C=CC1F 1-(3,4-difluorobenzyl)-N-methyl-6-(1H-pyrazolo[4,3-b]pyridin-1-yl)-1H-imidazo[4,5-b]pyridin-2-amine